ethylmethylphenyl-tetradecyl-ammonium chloride [Cl-].C(C)[N+](CCCCCCCCCCCCCC)(C1=CC=CC=C1)C